FC(C=1N=C2N(C(=CC=C2)NC2CCC(CC2)NC(=O)C2=C3C(=NC=C2)N=CN3)C1)(F)F N-[(1s,4s)-4-{[2-(trifluoromethyl)imidazo[1,2-a]pyridin-5-yl]amino}cyclohexyl]-1H-imidazo[4,5-b]pyridine-7-carboxamide